C1(CCCCC1)N1CC2=C(C(CC1)(C)C)C=CC(=C2)C2=CC=C(C=C2)C(F)(F)F 2-cyclohexyl-5,5-dimethyl-8-(4-(trifluoromethyl)phenyl)-2,3,4,5-tetrahydro-1H-benzo[c]azepine